BrCC(C(F)(F)F)(F)F 3-bromo-1,1,1,2,2-pentafluoropropane